(6-((4-Hydroxy-2-(((6-methyl-1,2,4-triazin-3-yl)amino)methyl)butyl)amino)pyridin-3-yl)quinolin-2(1H)-one OCCC(CNC1=CC=C(C=N1)N1C(C=CC2=CC=CC=C12)=O)CNC=1N=NC(=CN1)C